(2Z)-6-[4-hydroxy-2-(trifluorometh-yl)phenyl]-2-(hydroxyimino)-2,3-dihydro-1H-inden-1-one OC1=CC(=C(C=C1)C1=CC=C2C/C(/C(C2=C1)=O)=N/O)C(F)(F)F